CN1N=CC2=NC(=CC(=C21)C2(CC2)C#N)N2[C@@H](COCC2)C (R)-1-(1-methyl-5-(3-methylmorpholinyl)-1H-pyrazolo[4,3-b]pyridin-7-yl)cyclopropanenitrile